tributyl-(1-eth-oxyvinyl)stannane C(CCC)[Sn](C(=C)OCC)(CCCC)CCCC